N-[(1R)-1-(2,5-difluorophenyl)ethyl]-2-[(3R)-3-methyl[1,4'-bipiperidin]-1'-yl]-1,3-thiazole-5-carboxamide FC1=C(C=C(C=C1)F)[C@@H](C)NC(=O)C1=CN=C(S1)N1CCC(CC1)N1C[C@@H](CCC1)C